4,4-dimethyl-2-((4-(pyrrolidin-1-yl)butyl)thio)-4,5-dihydro-1H-imidazole CC1(N=C(NC1)SCCCCN1CCCC1)C